1-(N-4-benzoylphenylcarbazol-3-yl)-butane-1,2-dione-2-oxime C(C1=CC=CC=C1)(=O)C1=CC=C(C=C1)N1C2=CC=CC=C2C=2C=C(C=CC12)C(C(CC)=NO)=O